1-(6-(4-fluoro-2-(2-(1,3,5-trimethyl-1H-pyrazol-4-yl)ethoxy)phenyl)-[1,2,4]triazolo[4,3-a]pyridin-3-yl)-N,N-dimethylmethanamine FC1=CC(=C(C=C1)C=1C=CC=2N(C1)C(=NN2)CN(C)C)OCCC=2C(=NN(C2C)C)C